BrC1=CC=C2C(=N1)C(=CN2)C#N 5-bromo-1H-pyrrolo[3,2-b]Pyridine-3-carbonitrile